C1=CC(=CC=C1C[C@@H](C(=O)O)NC=O)O The molecule is an N-formyl amino acid that is L-tyrosine in which one of the hydrogens of the amino group has been replaced by a formyl group. It has a role as a Saccharomyces cerevisiae metabolite. It is a N-formyl amino acid and a N-acyl-L-tyrosine.